O=C1C(=CC(=NN1)C1N(CCC1)C(=O)OC(C)(C)C)C(F)(F)F tert-butyl 2-(6-oxo-5-(trifluoromethyl)-1,6-dihydropyridazin-3-yl)pyrrolidine-1-carboxylate